C=1N=CN2C1C1=CC=CC=C1[C@@H]2[C@H]2[C@H](C1=CN(N=C1CC2)C)O (4R,5S)-5-((S)-5H-Imidazo[5,1-a]isoindol-5-yl)-2-methyl-4,5,6,7-tetrahydro-2H-indazol-4-ol